di(eicosyl)dimethyl-ammonium chloride [Cl-].C(CCCCCCCCCCCCCCCCCCC)[N+](C)(C)CCCCCCCCCCCCCCCCCCCC